BrC=1C=C(C=CC1)C(CC(C(=O)OCC)C#N)=O ethyl 4-(3-bromophenyl)-2-cyano-4-oxobutanoate